ClC=1C=C(C=CC1)C(C(=O)N1CC2=C(N=C(NC2=O)C2(CC2)C2=CC=CC=C2)CC1)(F)F 6-(2-(3-chlorophenyl)-2,2-difluoroacetyl)-2-(1-phenylcyclopropyl)-5,6,7,8-tetrahydropyrido[4,3-d]pyrimidin-4(3H)-one